C1(CC1)OC1=NC=NC=C1CNC(=O)C=1C=NC(=C(C1)F)OC(F)F N-{[4-(cyclopropyloxy)pyrimidin-5-yl]methyl}-6-(difluoromethoxy)-5-fluoropyridine-3-carboxamide